N-(piperidin-4-yl)-5-(pyridin-3-yl)-1H-indole-3-carboxamide N1CCC(CC1)NC(=O)C1=CNC2=CC=C(C=C12)C=1C=NC=CC1